FC=1C=C2C=C(C=NC2=CC1F)NC1=NC(=NC=C1)NC=1C=NC(=CC1OC)N1CCN(CC1)C 4-(6,7-difluoro-3-quinolylamino)-2-[4-methoxy-6-(4-methyl-1-piperazinyl)-3-pyridylamino]pyrimidine